N-(5,6-dimethyl-3-pyridyl)-2-oxo-2-[(2R,5S)-5-methyl-2-[2-[(4S)-1,2,2-trimethyl-4-piperidyl]-1,3-benzothiazol-5-yl]-1-piperidyl]acetamide CC=1C=C(C=NC1C)NC(C(N1[C@H](CC[C@@H](C1)C)C=1C=CC2=C(N=C(S2)[C@@H]2CC(N(CC2)C)(C)C)C1)=O)=O